Cl.C(C)C1=C(C=2N=C(NS(C2S1)(=O)=O)NC)C1C(CNCC1)C 6-ethyl-N-methyl-5-(3-methyl-4-piperidyl)-1,1-dioxo-2H-thieno[3,2-e][1,2,4]thiadiazin-3-amine hydrochloride